(4-(2-bromo-1H-indol-3-yl)piperidin-1-yl)-2-(4-(trifluoromethyl)phenyl)ethanone nickel [Ni].BrC=1NC2=CC=CC=C2C1C1CCN(CC1)C(CC1=CC=C(C=C1)C(F)(F)F)=O